NC=1C=C(C=CC1)C(C(=O)NC(C)(C)C)N(C(C#C)=O)C1=CC(=CC=C1)Cl N-(1-(3-aminophenyl)-2-(tert-butylamino)-2-oxoethyl)-N-(3-chlorophenyl)propiolamide